CC1=[N+](C(=C(C2=CC=CC=C12)C1=CC=C(C=C1)[N+](=O)[O-])C(=C)C)[O-] 1-methyl-4-(4-nitrophenyl)-3-(prop-1-en-2-yl)isoquinoline 2-oxide